4,4-dimethyl-3-(2-(4-methyl-1H-indazol-6-yl)-6-(methylcarbamoyl)-1H-benzo[d]imidazol-1-yl)pentanoic acid CC(C(CC(=O)O)N1C(=NC2=C1C=C(C=C2)C(NC)=O)C2=CC(=C1C=NNC1=C2)C)(C)C